CC1CCC(CC1)C(COC)(COC)CCC(C1=CC=CC=C1)(C1=CC=CC=C1)C1=CC=CC=C1 2-(4-methylcyclohexyl)-2-(3,3,3-triphenylpropyl)-1,3-dimethoxypropane